1,2-oxazole O1N=CC=C1